C1(=CC(=CC=C1)C1=NC(=NC=C1Cl)NC1CC(CCC1)C(=O)N1CCC(CC1)CCN1CCC(CC1)C=1C=C2CN(C(C2=CC1)=O)C1C(NC(CC1)=O)=O)C1=CC=CC=C1 3-(5-(1-(2-(1-(3-((4-([1,1'-biphenyl]-3-yl)-5-chloropyrimidin-2-yl)amino)cyclohexane-1-carbonyl)piperidin-4-yl)ethyl)piperidin-4-yl)-1-oxoisoindolin-2-yl)piperidine-2,6-dione